4-(Dicyano(methoxymethoxy)methyl)-2,3,5-trifluoro-6-(2,2,4,8,10,10,13,13-octamethyl-2,10,11,13-tetrahydro-silino[3,2-g:5,6-g']diquinolin-6-ylium-6(1H)-yl)benzoate C(#N)C(C1=C(C(=C(C(=O)[O-])C(=C1F)[C+]1C=2C=C3C(=CC(NC3=CC2[Si](C2=C1C=C1C(=CC(NC1=C2)(C)C)C)(C)C)(C)C)C)F)F)(OCOC)C#N